di(chloromethyl)di(trimethylsiloxy)silane ClC[Si](O[Si](C)(C)C)(O[Si](C)(C)C)CCl